O=C1OC2=C(N1)C=CC=C2 2-oxobenzo[d]oxazol